C(C=C)(=O)N1[C@H](CN(CC1)C1=NC(=NC=2CC(CCC12)N1CCC2=CC=CC=C12)OCCN(C)C)CC#N 2-((2S)-1-Acryloyl-4-(2-(2-(dimethylamino)ethoxy)-7-(indolin-1-yl)-5,6,7,8-tetrahydroquinazolin-4-yl)piperazin-2-yl)acetonitrile